benzyl (3-aminopropyl)carbamate NCCCNC(OCC1=CC=CC=C1)=O